7-(2,2-dioxido-3,4,6,7,8,9-hexahydropyrido[2,1-c][1,2,4]thiadiazin-9-yl)-2,2-dimethyl-3,4-dihydronaphthalen-1(2H)-one O=S1(N=C2N(CC1)CCCC2C2=CC=C1CCC(C(C1=C2)=O)(C)C)=O